(2,6-dioxo-3-piperidinyl)-4-piperazin-1-yl-benzamide O=C1NC(CCC1C1=C(C(=O)N)C=CC(=C1)N1CCNCC1)=O